CN(C)C(C(=O)O)CC (dimethylamino)-butanoic acid